C1(=CC=CC=C1)C1CNC=2N1CCN2 2,3,5,6-tetrahydro-3-phenyl-1H-imidazo[1,2-a]imidazole